6-Benzyloxy-17-nitro-12-phenyl-6,15-bis(trifluoromethyl)-19-oxa-3,4,13,18-tetrazatricyclo[12.3.1.12,5]nonadeca-1(17),2,4,9,14(18),15-hexaene C(C1=CC=CC=C1)OC1(C2=NN=C(C3=C(C=C(C(NC(CC=CCC1)C1=CC=CC=C1)=N3)C(F)(F)F)[N+](=O)[O-])O2)C(F)(F)F